COC1=CC=C(C2=CC=CC=C12)CCC1=CC=C(C=C1)OCC 1-(4-methoxynaphthalene-1-yl)-2-(4-ethoxyphenyl)ethane